tert-butyl (4-(bromomethyl)thiazol-2-yl)carbamate BrCC=1N=C(SC1)NC(OC(C)(C)C)=O